FC(C(=O)O)(F)F.N[C@@H](CCC(=O)NCC)C(=O)O L-theanine trifluoroacetate